OC[C@H](C[C@H]1C(NCC1)=O)NC([C@H](CC(C)C)NC(OC1(CCC1)CC1=CC=CC=C1)=O)=O 1-benzylcyclobutyl ((S)-1-(((S)-1-hydroxy-3-((S)-2-oxopyrrolidin-3-yl)propan-2-yl)amino)-4-methyl-1-oxopentan-2-yl)carbamate